NCCN1CCN(CC1)C1=CC(=NC(=N1)C)NC=1SC(=CN1)C(=O)NC1=C(C=CC=C1C)Cl ((6-(4-(2-aminoethyl)piperazin-1-yl)-2-methylpyrimidin-4-yl)amino)-N-(2-chloro-6-methylphenyl)thiazole-5-carboxamide